2-(4-methoxy-benzylidene) malonate C1(CC(=O)OC(C2=CC=C(C=C2)OC)O1)=O